borneol-lactic acid C12(C(CC(CC1)C2(C)C)(O)CC(C(=O)O)O)C